(S)-N-((S)-1-cyclohexyl-2-(4-(1,7-di-methyl-1H-indole-2-carbonyl)piperazin-1-yl)-2-oxoethyl)-2-(methylamino)-propanamide C1(CCCCC1)[C@@H](C(=O)N1CCN(CC1)C(=O)C=1N(C2=C(C=CC=C2C1)C)C)NC([C@H](C)NC)=O